2-[6-amino-5-(trifluoromethyl)pyridin-3-yl]-N-[(1R)-2,3-dihydro-1H-inden-1-yl]-6,7-dihydrospiro[pyrazolo[5,1-c][1,4]oxazine-4,3'-pyrrolidine]-1'-carboxamide NC1=C(C=C(C=N1)C1=NN2C(=C1)C1(CN(CC1)C(=O)N[C@@H]1CCC3=CC=CC=C13)OCC2)C(F)(F)F